NC1=NC=CC(=C1)C1=CNC=2N=CN=C(C21)NC(CCO)C2=NC(=CC=C2)N2C[C@H](N[C@H](C2)C)C 3-((5-(2-Aminopyridin-4-yl)-7H-pyrrolo[2,3-d]pyrimidin-4-yl)amino)-3-(6-((3R,5S)-3,5-dimethylpiperazin-1-yl)pyridin-2-yl)propan-1-ol